3-chlorobenzyl ((S)-3-cyclohexyl-1-(((S)-1-hydroxy-3-((S)-2-oxopyrrolidin-3-yl)propan-2-yl)amino)-1-oxopropan-2-yl)carbamate C1(CCCCC1)C[C@@H](C(=O)N[C@H](CO)C[C@H]1C(NCC1)=O)NC(OCC1=CC(=CC=C1)Cl)=O